tert-butyl 4-[3-(hydroxymethyl)-4-(methoxycarbonyl)phenyl]piperazine-1-carboxylate OCC=1C=C(C=CC1C(=O)OC)N1CCN(CC1)C(=O)OC(C)(C)C